BrC1=C(C=NN1C)C(C1=NN(C(=C1)C=NO)COCC[Si](C)(C)C)O 3-((5-bromo-1-methyl-1H-pyrazol-4-yl)(hydroxy)methyl)-1-((2-(trimethylsilyl)ethoxy)methyl)-1H-pyrazole-5-carbaldehyde oxime